C[C@H]1[C@@H](C[C@H]([C@@H](O1)O[C@H](C)CCCCC/C=C/C(=O)O)O)OC(=O)C2=CNC3=CC=CC=C32 The molecule is a 4-O-(1H-indol-3-ylcarbonyl)ascaroside derived from (2E,9R)-9-hydroxydec-2-enoic acid. It is a metabolite of the nematode Caenorhabditis elegans. It has a role as a Caenorhabditis elegans metabolite. It is a 4-O-(1H-indol-3-ylcarbonyl)ascaroside, an alpha,beta-unsaturated monocarboxylic acid and an (omega-1)-hydroxy fatty acid ascaroside. It derives from an ascr#15 and a (2E,9R)-9-hydroxydec-2-enoic acid.